C(C)(C)(C)N(C(O)=O)CC(=O)NC1=NC(=C(C=C1)\N=N\C1=C(C=CC=C1)O)N.NC1=CC(=C(C=C1)NC(C)=O)C N-(4-amino-2-methylphenyl)acetamide tert-butyl-(E)-(2-((6-amino-5-((2-hydroxyphenyl)diazenyl)pyridin-2-yl)amino)-2-oxoethyl)carbamate